FC1(CCN(CCC1)C1=NC2=CC=CC=C2C=C1C(=O)NC1=CC(=NC=C1)S(=O)C)F 2-(4,4-Difluoroazepan-1-yl)-N-(2-(methylsulfinyl)pyridin-4-yl)quinoline-3-carboxamide